CC1=NC(=CC(=N1)NC1=NN2C(C=C(C=C2)C2=C(C=NC(=C2)C)OC[C@H]2NC(OC2)=O)=C1)C (4R)-4-[[4-[2-[(2,6-dimethylpyrimidin-4-yl)amino]pyrazolo[1,5-a]pyridin-5-yl]-6-methyl-3-pyridyl]oxymethyl]oxazolidin-2-one